ethyl 2-[(6R)-3-[(1,3-benzothiazol-2-yl)amino]-6-hydroxy-4-methyl-5H,6H,7H,8H-pyrido[2,3-c]pyridazin-8-yl]-1,3-thiazole-4-carboxylate S1C(=NC2=C1C=CC=C2)NC2=C(C1=C(N=N2)N(C[C@@H](C1)O)C=1SC=C(N1)C(=O)OCC)C